1-(4-(4-amino-7-cyclopropyl-7H-pyrrolo[2,3-d]pyrimidin-5-yl)-2-fluorophenyl)-3-(3-((3,3-difluoroazetidin-1-yl)methyl)isoxazol-5-yl)urea NC=1C2=C(N=CN1)N(C=C2C2=CC(=C(C=C2)NC(=O)NC2=CC(=NO2)CN2CC(C2)(F)F)F)C2CC2